C(C)C1=C2C(=CC(=CC2=CC=C1F)O)C1=C(C=2N=C(N=C(C2C=N1)N1CCOCCC1)OC[C@@]12CCCN2C[C@@H](C1)F)F 5-ethyl-6-fluoro-4-(8-fluoro-2-(((2R,7aR)-2-fluorotetrahydro-1H-pyrrolizin-7a(5H)-yl)methoxy)-4-(1,4-oxazepan-4-yl)pyrido[4,3-d]pyrimidin-7-yl)naphthalen-2-ol